(4-(chlorocarbonyl)bicyclo[2.2.2]Oct-1-Yl)carbamic acid tert-butyl ester C(C)(C)(C)OC(NC12CCC(CC1)(CC2)C(=O)Cl)=O